(2R,3S)-3-((2-(6-chloro-3-(2,2-difluoroethoxy)quinolin-8-yl)-5-fluorobenzo[d]thiazol-6-yl)oxy)butan-2-yl (2-methylpyrimidin-5-yl)carbamate CC1=NC=C(C=N1)NC(O[C@H](C)[C@H](C)OC1=CC2=C(N=C(S2)C=2C=C(C=C3C=C(C=NC23)OCC(F)F)Cl)C=C1F)=O